2,3,5,6-tetrafluoro-4-(trifluoromethyl)benzenepropanol FC1=C(C(=C(C(=C1F)C(F)(F)F)F)F)CCCO